2-(1-methylazetidin-3-yl)-2,4-dihydro-5H-pyrazolo[3,4-c]isoquinolin-5-one CN1CC(C1)N1N=C2NC(C=3C=CC=CC3C2=C1)=O